C(C)(C)(C)OC(=O)N1C([C@]2(C3=CC(=CC=C13)OC)[C@H](C2)OC(=O)N2N=C(C1=CC=CC=C21)N=C(C2=CC=CC=C2)C2=CC=CC=C2)=O (1R,2S)-1'-(tert-butoxycarbonyl)-5'-methoxy-2'-oxospiro[cyclopropane-1,3'-indolin]-2-yl-3-((diphenylmethylene)amino)-1H-indazole-1-carboxylate